7-methyl-2-((4-methyl-6-(2-methylthiazol-5-yl)pyridin-3-yl)amino)-9-(tetrahydro-2H-pyran-4-yl)-7,9-dihydro-8H-purin-8-one CN1C(N(C2=NC(=NC=C12)NC=1C=NC(=CC1C)C1=CN=C(S1)C)C1CCOCC1)=O